C1(CCCC1)NC(O)=O (7S)-(+)-cyclopentylcarbamic acid